5-[3-(3,5-dimethylisoxazol-4-yl)pyrazolo[1,5-a]pyridin-5-yl]furan-2-carboxylic acid CC1=NOC(=C1C=1C=NN2C1C=C(C=C2)C2=CC=C(O2)C(=O)O)C